2-(2-methoxy-6-methylphenyl)-4-(4-(1-methyl-4-(trifluoromethyl)-1H-imidazol-2-yl)benzyl)-4,5,6,7-tetrahydropyrazolo[1,5-a]pyrimidine COC1=C(C(=CC=C1)C)C1=NN2C(N(CCC2)CC2=CC=C(C=C2)C=2N(C=C(N2)C(F)(F)F)C)=C1